3-methyl-2-phenyl-butan-1-one CC(C(C=O)C1=CC=CC=C1)C